FC1=C(C=CC=C1)CC(C(NC1=CC=C2C(=C1)NC(C21CCOCC1)=O)=O)NC(=O)C=1N(N=CC1)C N-{3-(2-Fluorophenyl)-1-oxo-1-[(2-oxospiro[1H-indole-3,4'-oxane]-6-yl)amino]propan-2-yl}-2-methylpyrazole-3-carboxamide